C(C)(C)(C)OC(=O)N[C@@H](CCC(=O)O)C(=O)OC (4S)-4-(tert-butoxycarbonylamino)-5-methoxy-5-oxo-pentanoic acid